(E)-2-(3,5-dichloro-4-(3-isopropyl-4-(methoxymethoxy)benzyl)benzylidene)malonic acid ClC=1C=C(C=C(C(=O)O)C(=O)O)C=C(C1CC1=CC(=C(C=C1)OCOC)C(C)C)Cl